[C@@H]12NC[C@H]2[C@@H](C1)OC1=NC(=CC(=C1)C(C)(C)NC(OC(C)(C)C)=O)C1=CC=C(C=C1)F |o1:0,3,4| tert-butyl rel-(2-(2-(((1R,4R,5R)-2-azabicyclo[2.2.0]hexan-5-yl)oxy)-6-(4-fluorophenyl)pyridin-4-yl)propan-2-yl)carbamate